benzyl-6-chloro-N-ethyl-1-(tetrahydro-2H-pyran-2-yl)-1H-pyrazolo[4,3-c]pyridin-3-amine C(C1=CC=CC=C1)C1=NC(=CC2=C1C(=NN2C2OCCCC2)NCC)Cl